24-(acryloyloxy)-tetracosyl methacrylate C(C(=C)C)(=O)OCCCCCCCCCCCCCCCCCCCCCCCCOC(C=C)=O